N(=[N+]=[N-])CCOCCOCCOCCC(=O)N[C@H](C(=O)OC)COC methyl (2S)-2-[(1-azido-12-oxo-3,6,9-trioxadodec-12-yl)amino]-3-methoxypropanoate